11-sulfanyl-1-undecanesulfonate SCCCCCCCCCCCS(=O)(=O)[O-]